(1S,3R,5R)-3-methyl-1-(5-methyl-1,3,4-oxadiazol-2-yl)-N-(3-(1-methyl-1H-pyrazol-3-yl)-4-(trifluoromethyl)phenyl)-6-azabicyclo[3.1.1]heptane-6-carboxamide C[C@H]1C[C@@]2(N([C@H](C1)C2)C(=O)NC2=CC(=C(C=C2)C(F)(F)F)C2=NN(C=C2)C)C=2OC(=NN2)C